CN1N=C(C=C1)C1=CC=CC=C1 2-methyl-5-phenylpyrazol